3-amino-6-chloro-9-methyl-9H-pyrido[2,3-b]indole-2-carboxylic acid ethyl ester C(C)OC(=O)C=1C(=CC2=C(N(C3=CC=C(C=C23)Cl)C)N1)N